FC=1C=C2C(=NNC2=CC1)C(=O)N 5-fluoro-1H-indazole-3-carboxamide